N-[8-(furan-2-yl)-2-methylimidazo[1,2-a]pyrazin-6-yl]butanamide O1C(=CC=C1)C=1C=2N(C=C(N1)NC(CCC)=O)C=C(N2)C